N-[5-[4-[(3-methoxy-2-pyridyl)amino]cyclohexoxy]-7-morpholino-1,6-naphthyridin-3-yl]methanesulfonamide COC=1C(=NC=CC1)NC1CCC(CC1)OC1=C2C=C(C=NC2=CC(=N1)N1CCOCC1)NS(=O)(=O)C